(R)-6-(8-amino-5,6,7,8-tetrahydroisoquinolin-4-yl)-1-methyl-1,4-dihydro-2H-benzo[d][1,3]oxazin-2-one N[C@@H]1CCCC=2C(=CN=CC12)C1=CC2=C(N(C(OC2)=O)C)C=C1